N1NCC2=C1C=CO2 dihydrofuropyrazole